NC(CC[C@H]1CC(N(C1)C(=O)OC(C)(C)C)(C)C)C(C)C tert-Butyl (4S)-4-(3-amino-4-methyl-pentyl)-2,2-dimethyl-pyrrolidine-1-carboxylate